C(#N)C1=NC=CC(=N1)CNC(OC(C)(C)C)=O Tert-Butyl ((2-cyanopyrimidin-4-yl)methyl)carbamate